(3aR,6aR)-hexahydro-4H-furo[3,2-b]pyrrol O1CC[C@H]2NCC[C@H]21